COC(=O)C1C2(C(C2CN1C([C@H](C(C)(C)C)NC(C(F)(F)F)=O)=O)(C)C)C(C)=O 1-acetyl-3-((S)-3,3-dimethyl-2-(2,2,2-trifluoroacetamido)butanoyl)-6,6-Dimethyl-3-azabicyclo[3.1.0]Hexane-2-carboxylic acid methyl ester